1-Phenyl-3-(3-(pyridin-2-yl)isoquinolin-1-yl)urea C1(=CC=CC=C1)NC(=O)NC1=NC(=CC2=CC=CC=C12)C1=NC=CC=C1